3-cyclopropanoic acid methyl ester COC(=O)C1CC1